triethyl-pentylammonium bis(trifluoromethanesulfonyl)imide salt [N-](S(=O)(=O)C(F)(F)F)S(=O)(=O)C(F)(F)F.C(C)[N+](CCCCC)(CC)CC